FC(C1=NN=C(O1)C=1C=C(C=C(C1)F)C=1N(C=CN1)CC1=CC=NC=C1)F 4-[(2-{3-[5-(difluoromethyl)-1,3,4-oxadiazol-2-yl]-5-fluorophenyl}-1H-imidazol-1-yl)methyl]pyridine